FC1=C(C(=CC=C1C(F)(F)F)OC)C1=CC(=NC=C1C(=O)O)C 4-(2-fluoro-6-methoxy-3-(trifluoromethyl)phenyl)-6-methylnicotinic acid